C(=O)O.ClC=1C=NC=C(C1[C@@H](C)OC=1C=C2C(=NNC2=CC1)C=1C=C(C(=NC1)N)OCC)Cl (R)-5-(5-(1-(3,5-Dichloropyridin-4-yl)ethoxy)-1H-indazol-3-yl)-3-ethoxypyridin-2-amine formic acid salt